C(C1=CC=CC=C1)C(C(=O)N(COC)C=1C=NC2=C(C=CC=C2C1)F)(CC(F)(F)F)C 2-benzyl-4,4,4-trifluoro-N-(8-fluoro-3-quinolyl)-N-(methoxymethyl)-2-methyl-butanamide